(S)-1'-(6-((2-amino-3-chloropyridin-4-yl)thio)-1,2,4-triazin-3-yl)-5-methyl-1,3-dihydrospiro[indene-2,4'-piperidin]-1-amine NC1=NC=CC(=C1Cl)SC1=CN=C(N=N1)N1CCC2(CC1)[C@@H](C1=CC=C(C=C1C2)C)N